NC1=C(C=CC(=C1F)Br)NC(C(=O)OC)C(C)O methyl 2-((2-amino-4-bromo-3-fluorophenyl)amino)-3-hydroxybutanoate